4-[(2R)-3-(3,4-dihydro-1H-isoquinolin-2-yl)-2-hydroxy-propyl]-8-[(1-ethyl-4-piperidinyl)oxy]-1-methyl-2,3-dihydro-1,4-benzodiazepine-5-one C1N(CCC2=CC=CC=C12)C[C@H](CN1CCN(C2=C(C1=O)C=CC(=C2)OC2CCN(CC2)CC)C)O